NC1=C(NC2=CC(=C(C(=O)NC3CC3)C(=C2)OC)OC(F)F)C=CC(=C1)C=1C=NN(C1)C 4-[2-amino-4-(1-methylpyrazol-4-yl)anilino]-N-cyclopropyl-2-(difluoromethoxy)-6-methoxy-benzamide